tert-butyl 6-(4-fluorobenzyl)-2,6-diazaspiro[3.3]heptane-2-carboxylate FC1=CC=C(CN2CC3(CN(C3)C(=O)OC(C)(C)C)C2)C=C1